O=C1CN(CCN1)CC(=O)N1CCC2(C(C2)CNC(=O)C2=CC=3C(=CN=CC3)O2)CC1 N-[[6-[2-(3-oxopiperazin-1-yl)acetyl]-6-azaspiro[2.5]octan-2-yl]methyl]furo[2,3-c]pyridine-2-carboxamide